(3-(2,2-Difluorobenzo[d][1,3]dioxol-5-yl)tetrahydro-1H-pyrrolizin-7a(5H)-yl)methanol FC1(OC2=C(O1)C=CC(=C2)C2CCC1(CCCN21)CO)F